C(C)(C)(C)OC(=O)N1[C@H](CN(CC1)C1=NC=C(C=N1)OCC1=CC=CC=C1)C (S)-4-(5-(benzyloxy)pyrimidin-2-yl)-2-methylpiperazine-1-carboxylic acid tert-butyl ester